4-ethoxy-2-(methyl-(piperidin-4-yl)amino)-N-(2-methylimidazo[1,2-a]pyrazin-6-yl)pyrimidine-5-carboxamide C(C)OC1=NC(=NC=C1C(=O)NC=1N=CC=2N(C1)C=C(N2)C)N(C2CCNCC2)C